ClC=1C(=NC=CC1)C(C)(C)NC1=NC=C(C=N1)C=1SC=CN1 [1-(3-chloro(2-pyridyl))-isopropyl](5-(1,3-thiazol-2-yl)pyrimidin-2-yl)amine